(3-chloro-5-fluoro-4-((6-methoxy-7-(2-(methylamino)ethoxy)quinolin-4-yl)oxy)phenyl)-4-methoxypyridine-3-carboxamide ClC=1C=C(C=C(C1OC1=CC=NC2=CC(=C(C=C12)OC)OCCNC)F)C1=NC=CC(=C1C(=O)N)OC